4-((1-benzhydrylpiperidin-4-yl)methyl)phenol C(C1=CC=CC=C1)(C1=CC=CC=C1)N1CCC(CC1)CC1=CC=C(C=C1)O